METHYLAMPHETAMINE C[C@@H](CC1=CC=CC=C1)NC